N1N=CC2=CC(=CC=C12)NC1=NC(=NC=C1)C1=CC=C2C=C(NC2=C1)C(=O)NC1=CC=C(C=C1)C=1C=NNC1 6-(4-((1H-indazol-5-yl)amino)-pyrimidin-2-yl)-N-(4-(1H-pyrazol-4-yl)phenyl)-1H-indole-2-carboxamide